FC1(C(C1)C1=CC=CC(=N1)C(=O)NC=1C(=C(C=2N(C1)C=C(N2)C2CCNCC2)F)C(C)(C)O)F 6-(2,2-difluorocyclopropyl)-N-(8-fluoro-7-(2-hydroxypropane-2-yl)-2-(piperidin-4-yl)imidazo[1,2-a]pyridin-6-yl)pyridine-2-carboxamide